2-(4-(4-(4-ethoxybenzoyloxy)cyclohexylmethyl)piperazin-1-yl)-6-(trifluoromethyl)-8-nitro-benzothiopyran-4-one C(C)OC1=CC=C(C(=O)OC2CCC(CC2)CN2CCN(CC2)C=2SC3=C(C(C2)=O)C=C(C=C3[N+](=O)[O-])C(F)(F)F)C=C1